NC1=NC=2C=CC=NC2C2=C1N=C(N2CCCCNC(=O)C2=CC=C(CCNC(OC(C)(C)C)=O)C=C2)CCCC tert-butyl 4-(4-(4-amino-2-butyl-1H-imidazo[4,5-c][1,5]naphthyridin-1-yl)butylcarbamoyl)phenethylcarbamate